Tert-Butyl 4-acryloyl-4-allylpiperidine-1-carboxylate C(C=C)(=O)C1(CCN(CC1)C(=O)OC(C)(C)C)CC=C